(azidomethyl)-8-chloro-6-(trifluoromethyl)imidazo[1,2-a]pyridine N(=[N+]=[N-])CC=1N=C2N(C=C(C=C2Cl)C(F)(F)F)C1